4-(4-chloro-2-fluorophenyl)-1-(2-toluenesulfonylphenyl)piperidine ClC1=CC(=C(C=C1)C1CCN(CC1)C1=C(C=CC=C1)S(=O)(=O)CC1=CC=CC=C1)F